COC1=CC=CC=C1OC o-Dimethoxybenzene